1-(4-n-butyloxynaphthalen-1-yl)tetrahydrothiophene C(CCC)OC1=CC=C(C2=CC=CC=C12)S1CCCC1